((2R,3S,5R)-5-(4-amino-2-oxopyrimidin-1(2H)-yl)-3-(((benzyloxy)(hydroxy)phosphoryl)oxy)tetrahydrofuran-2-yl)methyl benzyl hydrogen phosphate P(=O)(OC[C@H]1O[C@H](C[C@@H]1OP(=O)(O)OCC1=CC=CC=C1)N1C(N=C(C=C1)N)=O)(OCC1=CC=CC=C1)O